C(C=CCCCCCC)(=O)Cl nonenoyl chloride